CS(=O)(=O)OCC1=NC=CC(=N1)OC1CCN(CC1)C(=O)OC(C)(C)C tert-Butyl 4-((2-(((methylsulfonyl)oxy)methyl)pyrimidin-4-yl)oxy)piperidine-1-carboxylate